4-(3-fluorobenzyl)thiomorpholine FC=1C=C(CN2CCSCC2)C=CC1